3-Fluoro-1,7,11b-triaza-benzo[c]fluorene-6-carboxylic Acid (2-pyrrolidin-1-yl-ethyl)-amide N1(CCCC1)CCNC(=O)C1=CC2=C(N3C=4C=CC=CC4N=C13)N=CC(=C2)F